3-Fluoro-4-(2-((1-methyl-1H-pyrazol-4-yl)amino)pyrimidin-4-yl)benzoic Acid FC=1C=C(C(=O)O)C=CC1C1=NC(=NC=C1)NC=1C=NN(C1)C